FC=1C=C(C=C(C1)CC1=NNC(C2=CC=CC=C12)=O)C1=CC2=C(NC(=N2)NC(OCC)=O)C=C1 Ethyl (5-(3-fluoro-5-((4-oxo-3,4-dihydrophthalazin-1-yl)methyl)phenyl)-1H-benzoimidazol-2-yl)carbamate